N-(4-((2,5-dimethyl-4,5-dihydro-2H-[1,2,3]triazolo[4,5-c]quinolin-6-yl)amino)-5-(propanoyl-3,3,3-d3)pyridin-2-yl)cyclopropanecarboxamide CN1N=C2C(CN(C=3C(=CC=CC23)NC2=CC(=NC=C2C(CC([2H])([2H])[2H])=O)NC(=O)C2CC2)C)=N1